FC=1C=C(C=C(C1)F)C(CC(C=O)C)(CC=C(C)C)C 4-(3,5-difluorophenyl)-2,4,7-trimethyloct-6-enal